C(#N)C1=CC=2N(N=C1)C(=CC2)C2=CC(=C(C=N2)C2=NN=C(S2)N2CC1(CC1)[C@@H](C2)NC(C)=O)NC(C)C (S)-N-(5-(5-(6-(3-cyanopyrrolo[1,2-b]pyridazin-7-yl)-4-(isopropylamino)pyridin-3-yl)-1,3,4-thiadiazol-2-yl)-5-azaspiro[2.4]heptan-7-yl)acetamide